FC(C=1C(=C(C=CC1)[C@@H](C)NC=1C2=C(C(NN1)=O)C=NC(=C2)C2CN(CCC2)C)F)F 1-(((R)-1-(3-(difluoromethyl)-2-fluorophenyl)ethyl)amino)-7-(1-methylpiperidin-3-yl)pyrido[3,4-d]pyridazin-4(3H)-one